FC1(NC(C2=CC=C(C=C12)NC1=NC=C(C(=N1)N[C@H](CO)C1=CC=CC=C1)C=1OC(=NN1)C=1C=NC=CC1)=O)F (S)-3,3-difluoro-5-((4-((2-hydroxy-1-phenylethyl)amino)-5-(5-(pyridin-3-yl)-1,3,4-oxadiazol-2-yl)pyrimidin-2-yl)amino)isoindolin-1-one